1-Nonen C=CCCCCCCC